(R)-N-(1-cyanocyclopropyl)-9-(5-(difluoromethyl)-1,3,4-thiadiazol-2-yl)-4-(3-(fluoromethyl)-4-methylpiperazin-1-yl)-9H-pyrimido[4,5-b]indole-7-sulphonamide C(#N)C1(CC1)NS(=O)(=O)C1=CC=C2C3=C(N(C2=C1)C=1SC(=NN1)C(F)F)N=CN=C3N3C[C@@H](N(CC3)C)CF